[O-]C1=C(C=CC(=C1C(=O)[O-])[O-])C(=O)[O-] 2,4-dioxidobenzene-1,3-dicarboxylate